COC1=CC=C(C=C1)C=CC1=NC(=NC(=N1)C(Cl)(Cl)Cl)C(Cl)(Cl)Cl 2-[2-(4-methoxyphenyl)vinyl]-4,6-bis(trichloromethyl)-s-triazine